C(C1=CC=CC=C1)OC=1C=C(C#N)C=C(C1C(=O)N1CC2=CC=C(C=C2C1)CN1CCN(CC1)C)O 3-(Benzyloxy)-5-hydroxy-4-(5-((4-methylpiperazin-1-yl)methyl)isoindoline-2-carbonyl)benzonitrile